2-(5-chloro-4-cyclopentyl-2-methyl-phenyl)-4-oxo-1H-1,6-naphthyridine-5-carboxamide ClC=1C(=CC(=C(C1)C=1NC=2C=CN=C(C2C(C1)=O)C(=O)N)C)C1CCCC1